3-(5-((4-((6-(4-chlorophenyl)pyridin-3-yl)methyl)piperazin-1-yl)methyl)-1-oxoisoindolin-2-yl)piperidine-2,6-dione ClC1=CC=C(C=C1)C1=CC=C(C=N1)CN1CCN(CC1)CC=1C=C2CN(C(C2=CC1)=O)C1C(NC(CC1)=O)=O